(R)-1-(1H-benzo[d]imidazol-5-yl)-4-(4-(3,3-difluoropropoxy)-2,6-difluorophenyl)-3-methyleneazetidin-2-one N1C=NC2=C1C=CC(=C2)N2C(C([C@@H]2C2=C(C=C(C=C2F)OCCC(F)F)F)=C)=O